(Z)-tert-Butyl 4-trideuteriomethyl-2,7-dioxo-1-oxa-4,6-diazacyclohexadecan-5-ylidenecarbamate [2H]C(N\1CC(OCCCCCCCCCC(N/C1=N/C(OC(C)(C)C)=O)=O)=O)([2H])[2H]